3-[4-((2-(4-methylpiperazin-1-yl)ethyl)amino)quinazolin-2-yl]naphthalen-2-ol CN1CCN(CC1)CCNC1=NC(=NC2=CC=CC=C12)C=1C(=CC2=CC=CC=C2C1)O